(S)-2-(2-(4-fluorophenyl)acetamido)-4-((2-phenoxyethyl)(4-(5,6,7,8-tetrahydro-1,8-naphthyridin-2-yl)butyl)amino)butanoic acid FC1=CC=C(C=C1)CC(=O)N[C@H](C(=O)O)CCN(CCCCC1=NC=2NCCCC2C=C1)CCOC1=CC=CC=C1